The molecule is a hydroxy fatty acid ascaroside anion that is the conjugate base of oscr#13, obtained by deprotonation of the carboxy group; major species at pH 7.3. It is a conjugate base of an oscr#13. C[C@H]1[C@@H](C[C@H]([C@@H](O1)OCCCCC/C=C/C(=O)[O-])O)O